N1C=CC2=NC=CC=C21 Pyrrolo[3,2-b]Pyridin